NC1=C(C=C(C=N1)C=1C=NC=C(C1)F)C(=O)N[C@@H]1[C@H](CCC1)OCC1=CC=C(C=C1)Br 6-amino-N-{(1S,2S)-2-[(4-bromophenyl)methoxy]cyclopentyl}-5'-fluoro[3,3'-bipyridine]-5-carboxamide